P(=S)(SCCCC)(SCCCC)OCCCC tributyl trithiophosphate